C(CCC)C1=C(C=C(C=C1)C)N1/C(/SCC1=O)=N/C(=O)NC1=C(C=C(C=C1)C1=NN(C=N1)C1=CC=C(C=C1)OC(F)(F)F)F (Z)-1-(3-(2-butyl-5-methylphenyl)-4-oxothiazolidin-2-ylidene)-3-(2-fluoro-4-(1-(4-(trifluoromethoxy)phenyl)-1H-1,2,4-triazol-3-yl)phenyl)urea